C1(=CC=C(C=C1)N)C1=CC=C(C=C1)N 1,1-biphenyl-4,4'-diamine